OC1=C2C(C=C(OC2=CC(=C1OC)O)C1=CC(=C(C=C1)O)OC)=O 5,7,4'-trihydroxy-6,3'-dimethoxyflavone